dipentaerythritol dilaurate C(CCCCCCCCCCC)(=O)OCC(COC(CCCCCCCCCCC)=O)(COCC(CO)(CO)CO)CO